tris(decan-3-yloxy)silane CCC(CCCCCCC)O[SiH](OC(CC)CCCCCCC)OC(CC)CCCCCCC